C(C(=C)C)(=O)O.NC(=S)OCC Thiourethane Methacrylate